6'-Chloro-1'-(6-methyl-2-(oxetan-3-yl)pyrimidin-4-yl)-1',2'-dihydrospiro[cyclopropane-1,3'-pyrrolo[3,2-c]pyridine] ClC1=CC2=C(C=N1)C1(CN2C2=NC(=NC(=C2)C)C2COC2)CC1